FC([C@@]([C@@H](C(=O)NO)NC(C1=CC=C(C=C1)C#CC#CC(C)(C)C)=O)(C)O)F N-((2S,3S)-4,4-difluoro-3-hydroxy-1-(hydroxyamino)-3-methyl-1-oxobutan-2-yl)-4-(5,5-dimethylhexa-1,3-diyn-1-yl)benzamide